C(C)OC(C(=O)O)=O oxalic acid 1-ethyl ester